6-(4-(4-Fluoro-3-methylphenyl)-2-methyl-1H-imidazol-5-yl)quinoxaline FC1=C(C=C(C=C1)C=1N=C(NC1C=1C=C2N=CC=NC2=CC1)C)C